FC1CN(C1)CCC1=NN(C(C=C1C)=O)[C@H](C(=O)N)CC(C)C (S)-2-(3-(2-(3-fluoroazetidin-1-yl)ethyl)-4-methyl-6-oxopyridazine-1(6H)-yl)-4-methylpentanamide